N-[2-amino-5-bromo-6-(4-fluorophenyl)pyrimidin-4-yl]amine NC1=NC(=C(C(=N1)N)Br)C1=CC=C(C=C1)F